ClC1=CC=C(C(=N1)C(=O)O)N[C@H](C)C1=C2N=C(C(=NC2=CC(=C1)C)C#N)N1C[C@H](OCC1)C 6-chloro-3-(((R)-1-(2-cyano-7-methyl-3-((R)-2-methylmorpholino)quinoxalin-5-yl)ethyl)amino)picolinic acid